NC[C@@H]1CN(CCO1)C(=O)OC(C)(C)C tert-butyl (R)-2-(aminomethyl)morpholine-4-carboxylate